C(CC)C1=NC=CC(=C1)C=O 2-PROPYL-4-PYRIDINECARBOXALDEHYDE